C(C)OC(=O)C1=CC2=C(N=C(C1)N)C=C(S2)Br 5-amino-2-bromo-6H-thieno[3,2-b]Azepine-7-carboxylic acid ethyl ester